((3aR,4R,6R,6aR)-6-(4-((benzoyloxy)amino)-2-oxopyrimidin-1(2H)-yl)-2-oxotetrahydrofuro[3,4-d][1,3]dioxol-4-yl)methyl isobutyrate C(C(C)C)(=O)OC[C@H]1O[C@H]([C@@H]2OC(O[C@@H]21)=O)N2C(N=C(C=C2)NOC(C2=CC=CC=C2)=O)=O